(trans)-2-butene C\C=C\C